N1-(6-(3-fluoroazetidin-1-yl)pyridin-3-yl)benzene-1,2-diamine FC1CN(C1)C1=CC=C(C=N1)NC=1C(=CC=CC1)N